BrCC1=C(C=C(C=C1)F)OC(C)C 1-(bromomethyl)-4-fluoro-2-isopropoxybenzene